(R)-2-(4-chlorophenyl)-2-((3,5-dicyano-4-ethyl-6-((S)-3-hydroxypyrrolidin-1-yl)pyridin-2-yl)thio)acetamide ClC1=CC=C(C=C1)[C@H](C(=O)N)SC1=NC(=C(C(=C1C#N)CC)C#N)N1C[C@H](CC1)O